2-Isopropylacryloyl chloride C(C)(C)C(C(=O)Cl)=C